COC(=O)C1CN(C1)C1=NC=CC=C1 pyridin-2-yl-azetidine-3-carboxylic acid methyl ester